(2R,6S)-4-[4-(2,4-difluorophenyl)-6,7-dimethyl-pteridin-2-yl]-2-methyl-6-(1-methylpyrazol-4-yl)morpholine FC1=C(C=CC(=C1)F)C1=NC(=NC2=NC(=C(N=C12)C)C)N1C[C@H](O[C@H](C1)C=1C=NN(C1)C)C